(S)-4-amino-3-methoxy-5-((oxetane-2-yl-methyl)amino)benzoic acid methyl ester COC(C1=CC(=C(C(=C1)NC[C@H]1OCC1)N)OC)=O